3-[(4-chlorophenyl)methyl]-2-hydroxy-1-methyl-2-(1,2,4-triazol-1-ylmethyl)cyclopentanecarboxylic acid ClC1=CC=C(C=C1)CC1C(C(CC1)(C(=O)O)C)(CN1N=CN=C1)O